(S)-1-(3-(difluoromethyl)-4-fluorophenyl)-5,5-difluoro-3-(trifluoromethyl)-1,4,5,6-tetrahydrocyclopenta[b]pyrrol-4-ol FC(C=1C=C(C=CC1F)N1C2=C(C(=C1)C(F)(F)F)[C@@H](C(C2)(F)F)O)F